C(C)(C)(C)OC(=O)N1C(OCC1(C(=O)O)C)(C)C 4-methyl-2,2-dimethyl-1,3-oxazolidine-3,4-dicarboxylic acid-3-tert-butyl ester